3-(1-(4-fluorophenyl)ethyl)-5-methyl-N-(2-(pyrrolidin-1-yl)ethyl)pyrazin-2-amine FC1=CC=C(C=C1)C(C)C=1C(=NC=C(N1)C)NCCN1CCCC1